NCC=1C=C(C=CC1)C1=CC(=CC=2C=COC21)COC2=C(C=CC(=C2)C(C)O)CC(=O)OCC ethyl 2-(2-((7-(3-(aminomethyl)phenyl)benzofuran-5-yl)methoxy)-4-(1-hydroxyethyl)phenyl)acetate